C1(CCCCC1)N1C=NC(=C1C1=CC=C(O1)C(=O)NC1=CC(=C(C=C1)C)C)C1=CC=C(C=C1)F 5-(1-cyclohexyl-4-(4-fluorophenyl)-1H-imidazol-5-yl)-N-(3,4-dimethylphenyl)furan-2-carboxamide